(4-(trifluoromethyl)-1H-pyrazol-1-yl)nicotinonitrile FC(C=1C=NN(C1)C1=C(C#N)C=CC=N1)(F)F